3-bromopyrazine-2-carboxylate BrC=1C(=NC=CN1)C(=O)[O-]